C1(CC1)O[C@@H]1[C@H]2[C@@H](N([C@@H](C1)C2)C(=O)C2CC2)C#C ((1R,3R,4R,5S)-5-Cyclopropoxy-3-ethynyl-2-azabicyclo[2.2.1]heptan-2-yl)(cyclopropyl)methanone